BrCC=1C=CC(=NC1)C1=CC(=C(C=C1)F)OC 5-(bromomethyl)-2-(4-fluoro-3-methoxyphenyl)pyridine